C(CCCCCCCCCCCCC)N1C(=C(C(C=C1)=O)OCC=C)CC N-tetradecyl-2-ethyl-3-(2-propen-1-yloxy)-pyridin-4-one